(Dibutyl-magnesium) C(CCC)[Mg]CCCC